(R)-7-chloro-2-ethyl-2,3,4,5-tetrahydronaphtho[2,1-f][1,4]oxazepine hydrochloride Cl.ClC1=CC=2CNC[C@H](OC2C2=CC=CC=C12)CC